2-(quinoline-2-carbonyl)hydrazine-1-carbothioamide N1=C(C=CC2=CC=CC=C12)C(=O)NNC(N)=S